C(C)(=O)N(C(C)=O)C[C@@H](COC1=CC=C(C=C1)C(C)(C)C1=CC(=C(C(=C1)Cl)OC[C@@H](CCl)O)Cl)O N-acetyl-N-((S)-3-(4-(2-(3,5-dichloro-4-((S)-3-chloro-2-hydroxypropoxy)phenyl)propan-2-yl)phenoxy)-2-hydroxypropyl)acetamide